(2-bromo-6-fluorophenyl)(cyclopropyl)methanone BrC1=C(C(=CC=C1)F)C(=O)C1CC1